N-((1H-indazol-3-yl)methyl)-4-methoxy-7-(1-methyl-6-oxo-1,6-dihydropyridin-3-yl)-N-(3-(methylamino)-3-oxopropyl)benzo[b]thiophene-2-carboxamide N1N=C(C2=CC=CC=C12)CN(C(=O)C1=CC2=C(S1)C(=CC=C2OC)C2=CN(C(C=C2)=O)C)CCC(=O)NC